FC=1C=C2C(N3C(=NC2=CC1)C(=CC=C3)C(=O)O)=O 2-fluoro-11-oxo-11H-pyrido[2,1-b]Quinazoline-6-carboxylic acid